C(C)[C@@H]1[C@H](C[C@@H](N(C1)C(=O)OC(C)(C)C)C)OC1=NC=C(C=C1)OC(C)C tert-butyl (2S,4S,5S)-5-ethyl-4-((5-isopropoxypyridin-2-yl)oxy)-2-methylpiperidine-1-carboxylate